NC1=NC(=C(C=2N1N=C(N2)CC2=NC=CC=C2F)C=2C=CC(N(C2)C)=O)C2=CC=C(C=C2)C(F)F 5-(5-amino-7-(4-(difluoromethyl)phenyl)-2-((3-fluoropyridin-2-yl)methyl)-[1,2,4]triazolo[1,5-c]pyrimidin-8-yl)-1-methylpyridin-2(1H)-one